(2s,4s)-2-(4-(3-methyl-5-(trifluoromethoxy)phenyl)piperidine-1-carbonyl)-7-oxa-5-azaspiro[3.4]Octane-6-one CC=1C=C(C=C(C1)OC(F)(F)F)C1CCN(CC1)C(=O)C1CC2(C1)NC(OC2)=O